(S)-2-(4-chlorophenyl)-1-((1R,5S)-3-((5R,7R)-7-hydroxy-5-methyl-6,7-dihydro-5H-cyclopenta[d]pyrimidin-4-yl)-3,8-diazabicyclo[3.2.1]oct-8-yl)-3-(isopropylamino)propan-1-one ClC1=CC=C(C=C1)[C@H](C(=O)N1[C@H]2CN(C[C@@H]1CC2)C=2C1=C(N=CN2)[C@@H](C[C@H]1C)O)CNC(C)C